NC(CC[C@@H](CC1=CC=CC=C1)NC(OC(C)(C)C)=O)=O tert-Butyl (S)-(5-amino-5-oxo-1-phenylpentan-2-yl)carbamate